C(CCCCCCC)C(CC(C(=O)O)=C)CCCCCCCCCC.C(C=C)(=O)O acrylate (2-octyl dodecyl acrylate)